[C@H]1([C@H](O)[C@@H](O)[C@H](O)[C@H](O1)CO)O[C@@]1(CO)[C@@H](O)[C@H](O)[C@H](O1)CO α-D-glucopyranosyl-(1→2)-β-D-fructofuranose